2-Chloro-N1-(4-Chloro-3-(Pyridin-2-Yl)Phenyl)-N4-(2-Hydroxyethyl)Terephthalamide ClC1=C(C(=O)NC2=CC(=C(C=C2)Cl)C2=NC=CC=C2)C=CC(=C1)C(=O)NCCO